Tert-butyl (1-(5-methoxy-1-(1-(4-methoxybenzyl)-2,6-dioxopiperidin-3-yl)-3-methyl-2-oxo-2,3-dihydro-1H-benzo[d]imidazol-4-yl)piperidin-4-yl)(methyl)carbamate COC1=C(C2=C(N(C(N2C)=O)C2C(N(C(CC2)=O)CC2=CC=C(C=C2)OC)=O)C=C1)N1CCC(CC1)N(C(OC(C)(C)C)=O)C